1-(cyclobutylmethyl)-8-(dimethylamino)-8-(4-fluorophenyl)-1,3-diazaspiro[4.5]decan-2-one C1(CCC1)CN1C(NCC12CCC(CC2)(C2=CC=C(C=C2)F)N(C)C)=O